C(C1=CC=CC=C1)COC(C)NCCC(=C)C1=CC=CC=C1 1-benzylmethoxyethylamino-3-phenylbut-3-ene